FC=1C(=C(C=O)C=C(C1)C=1SC=C(N1)C1=CC=C(C=C1)N1CCCC1)O 3-fluoro-2-hydroxy-5-(4-(4-(pyrrolidin-1-yl)phenyl)thiazol-2-yl)benzaldehyde